C(C)(=O)C1=C(C(=C(OCCCS(=O)(=O)C2=CC=C(C=C2)C(CCC(=O)O)=O)C=C1)CCC)O 4-[4-[3-(4-Acetyl-3-hydroxy-2-propylphenoxy)propylsulfonyl]phenyl]-4-oxobutanoic acid